L-(+)-2-amino-4-phosphonobutanoic acid C(CP(=O)(O)O)[C@@H](C(=O)O)N